(R)-3-(ethoxymethyl)-3-phenethylpyrrolidine C(C)OC[C@]1(CNCC1)CCC1=CC=CC=C1